C(C1=CC=CC=C1)OCC1=CC=C(C=C1)NC(=O)C=1C(=C(C=CC1)C=1C=C(C(=NC1)C)C(=O)O)F 5-[3-[[4-(Benzyloxymethyl)phenyl]carbamoyl]-2-fluoro-phenyl]-2-methyl-pyridine-3-carboxylic acid